thiophen-2-yl-boric acid S1C(=CC=C1)OB(O)O